(2R,3R,4R)-4-{2-[(Cyclopropylmethyl)amino]ethyl}-2-(4-fluorophenyl)-2,3,4,9-tetrahydro-1H-carbazol-3-amine C1(CC1)CNCC[C@H]1[C@@H]([C@H](CC=2NC3=CC=CC=C3C12)C1=CC=C(C=C1)F)N